2-[(2R,5S)-2-[2-[(dimethylamino)methyl]-1,3-benzothiazol-5-yl]-5-methyl-1-piperidyl]-2-oxo-N-(1H-pyrazolo[3,4-c]pyridin-4-yl)acetamide CN(C)CC=1SC2=C(N1)C=C(C=C2)[C@@H]2N(C[C@H](CC2)C)C(C(=O)NC2=C1C(=CN=C2)NN=C1)=O